[SiH3]C(=CN(CC)CC)[SiH2]CNCCC[Si](OCC)(OCC)C Silyl-2-(diethylamino)(methyldiethoxysilylpropylamino)methylsilylethylene